ClC1=CC=C(C=C1)C1=C(C=CC=C1)[N+](=O)[O-] (4-chlorophenyl)-2-nitro-benzene